4-(2-(5-(benzyloxy)-6-(1,3-dioxolan-2-yl)pyridin-2-yl)ethyl)morpholine C(C1=CC=CC=C1)OC=1C=CC(=NC1C1OCCO1)CCN1CCOCC1